NC1=CC(=NC=N1)C1=C(N=CN1C)NC=1C(=CC(=NC1)C(CC)=O)C 1-(5-((5-(6-aminopyrimidin-4-yl)-1-methyl-1H-imidazol-4-yl)amino)-4-methylpyridin-2-yl)propan-1-one